O=C1NC(CCC1NC(CC1CC1)=O)=O N-(2,6-dioxo-3-piperidyl)-cyclopropaneacetamide